1-[[6-oxo-5-(trifluoromethyl)-1-[[2-(trimethylsilyl)ethoxy]methyl]-1,6-dihydropyridazin-4-yl]amino]-2,3-dihydro-1H-inden O=C1C(=C(C=NN1COCC[Si](C)(C)C)NC1CCC2=CC=CC=C12)C(F)(F)F